(3-((2R,3R,4S,5S)-4-hydroxy-5-(hydroxymethyl)-3-methoxytetrahydrofuran-2-yl)-5-methyl-2,6-dioxo-3,6-dihydropyrimidin-1(2H)-yl)methyl pivalate C(C(C)(C)C)(=O)OCN1C(N(C=C(C1=O)C)[C@@H]1O[C@H]([C@@H]([C@H]1OC)O)CO)=O